C1(CC1)C1=NN(C=C1C1=NC=CC=C1OC)[C@@H]1C[C@H](C1)CNC=1C=C2C(N(C(C2=CC1)=O)C1C(NC(CC1)=O)=O)=O 5-(((trans-3-(3-cyclopropyl-4-(3-methoxypyridin-2-yl)-1H-pyrazol-1-yl)cyclobutyl)methyl)amino)-2-(2,6-dioxopiperidin-3-yl)isoindoline-1,3-dione